4-ethyl-4-butyl-pyrrolidinium C(C)C1(CC[NH2+]C1)CCCC